FC=1C=C(C=NC1)C1=NC=2N(C(=N1)N[C@@H]1CCC=3NC4=CC=CC=C4C3C1)N=CC2C2=CC=NN2 (3R)-N-[2-(5-fluoro-3-pyridinyl)-8-(1H-pyrazol-5-yl)pyrazolo[1,5-a][1,3,5]Triazin-4-yl]-2,3,4,9-tetrahydro-1H-carbazol-3-amine